Methyl 1-(5-chloro-2-(dimethylcarbamoyl)benzofuran-7-yl)azetidine-3-carboxylate ClC=1C=C(C2=C(C=C(O2)C(N(C)C)=O)C1)N1CC(C1)C(=O)OC